BrC1=C(C#N)C=C(C=C1)C(=O)N1CC=2C(=NN3C2C(N(CC3)C(C)C3=CC=C(C=C3)[N+](=O)[O-])=O)C[C@H]1C 2-bromo-5-((3R)-3-methyl-9-(1-(4-nitrophenyl)ethyl)-10-oxo-1,2,3,4,7,8,9,10-octahydropyrido[4',3':3,4]pyrazolo[1,5-a]pyrazine-2-carbonyl)benzonitrile